6-Bromo-2-(2-chloro-5-fluorophenoxy)-N,3-dimethylaniline BrC1=CC=C(C(=C1NC)OC1=C(C=CC(=C1)F)Cl)C